C(C)C1(CC=CC2=C(C3=CC=CC=C3C(=C12)OC(CC)=O)OC(CC)=O)C=CC(=O)OCCO[Si](OC)(OC)OC 1-ethyl-9,10-bis(propionyloxy)anthraceneacryloxyethoxytrimethoxysilane